F[C@@H]1[C@@H]([C@@H](N(C1)C(C(C)(C)O)=O)CC=1C(=C(C=CC1)C1=CC(=CC(=C1)F)F)F)NS(=O)(=O)C1CC1 N-{(2S,3R,4S)-4-fluoro-1-(2-hydroxy-2-methylpropanoyl)-2-[(2,3',5'-trifluoro[1,1'-biphenyl]-3-yl)methyl]pyrrolidin-3-yl}cyclopropanesulfonamide